4-(8-(4-(2-fluorophenyl)piperazin-1-yl)-1,5-naphthyridin-2-yl)pyridin-2-amine FC1=C(C=CC=C1)N1CCN(CC1)C=1C=CN=C2C=CC(=NC12)C1=CC(=NC=C1)N